1-[N,N-bis(hydroxyethyl)aminomethyl]benzotriazole OCCN(CCO)CN1N=NC2=C1C=CC=C2